Cl.CC(CCCCC)C(=O)OC(C)(C)C Tert-butyl heptane-2-carboxylate hydrochloride